chloro-4-fluorobenzoic acid ClC1=C(C(=O)O)C=CC(=C1)F